3,6-dibromocarbazole lithium (2R)-2-(((2s,5R)-2-((4-(((tert-butoxycarbonyl)amino)methyl)phenyl)-carbamoyl)-3-methyl-7-oxo-1,6-diazabicyclo[3.2.1]oct-3-en-6-yl)oxy)-2-fluoroacetate C(C)(C)(C)OC(=O)NCC1=CC=C(C=C1)NC(=O)[C@H]1N2C(N([C@H](C=C1C)C2)O[C@@H](C(=O)[O-])F)=O.[Li+].BrC=2C=CC=1NC3=CC=C(C=C3C1C2)Br